C(C)OC(C=CCCO)=O 5-hydroxy-2-pentenoic acid ethyl ester